di-iso-propylamid C(C)(C)[N-]C(C)C